N-(2-Hydroxyethyl)butanediamide OCCNC(CCC(=O)N)=O